methyl 2-(2-isopropylphenyl)-[1,2,4]triazolo[1,5-a]pyridine-8-carboxylate C(C)(C)C1=C(C=CC=C1)C1=NN2C(C(=CC=C2)C(=O)OC)=N1